2-(3,9-Diazaspiro[5.5]undecan-3-yl)benzonitrile C1CN(CCC12CCNCC2)C2=C(C#N)C=CC=C2